N4-(5-methoxy-4-(3-(pyrrolidin-1-yl)propoxy)pyridine-2-yl)-N2,6-dimethylpyridine-2,4-diamine COC=1C(=CC(=NC1)NC1=CC(=NC(=C1)C)NC)OCCCN1CCCC1